BrC1=CC=C(C=C1)NC1=NC2=CC=CC=C2C(=C1)C N-(4-bromophenyl)-4-methylquinolin-2-amine